(E)-4-(dimethylamino)but-2-enamine hydrochloride Cl.CN(C/C=C/CN)C